ClC1=C(C(=CC=C1)Cl)C1=CC2=C(N=C(N=C2)S(=O)(=O)C)N(C1=O)CC(C)C 6-(2,6-dichlorophenyl)-8-isobutyl-2-(methylsulfonyl)pyrido[2,3-d]pyrimidin-7(8H)-one